methyl (S)-2-((3R,5R)-3,5-dimethylmorpholine-4-carboxamido)-9-(5,6,7,8-tetrahydro-1,8-naphthyridin-2-yl)nonanoate C[C@H]1N([C@@H](COC1)C)C(=O)N[C@H](C(=O)OC)CCCCCCCC1=NC=2NCCCC2C=C1